8-Methoxy-N-[(1S)-1-(6-methylpyridazin-3-yl)ethyl]-6-(5-methylpyrimidin-2-yl)quinazolin-4-amine COC=1C=C(C=C2C(=NC=NC12)N[C@@H](C)C=1N=NC(=CC1)C)C1=NC=C(C=N1)C